2-(1-(1,4-diazepan-1-yl)butyl)-6-bromo-3-ethyl-8-fluoroquinazolin-4(3H)-one N1(CCNCCC1)C(CCC)C1=NC2=C(C=C(C=C2C(N1CC)=O)Br)F